2-n-propoxy-1,4-di-chlorobenzene C(CC)OC1=C(C=CC(=C1)Cl)Cl